N,N'-bis(pyridin-4-yl)methyl-1,2-ethylenediamine N1=CC=C(C=C1)CNCCNCC1=CC=NC=C1